S(=O)(=O)(O)[O-] Hydrogensulfat